tert-butyl ((1r,4r)-4-((3-((4-(3-(2,4-dioxotetrahydropyrimidin-1(2H)-yl)-1-methyl-1H-indazol-6-yl)piperidin-1-yl)methyl)phenyl)thio)cyclohexyl)carbamate O=C1N(CCC(N1)=O)C1=NN(C2=CC(=CC=C12)C1CCN(CC1)CC=1C=C(C=CC1)SC1CCC(CC1)NC(OC(C)(C)C)=O)C